9-(heptadecan-9-yloxy)-2-((((4-nitrophenoxy)carbonyl)oxy)methyl)-9-oxononyl (9Z,12Z)-octadeca-9,12-dienoate C(CCCCCCC\C=C/C\C=C/CCCCC)(=O)OCC(CCCCCCC(=O)OC(CCCCCCCC)CCCCCCCC)COC(=O)OC1=CC=C(C=C1)[N+](=O)[O-]